δ-aminocaproic acid NC(CCCC(=O)O)C